3-(4-acetoxy-3,5-di-methylphenyl)-5,7-di-tert-butylbenzofuran-2-one C(C)(=O)OC1=C(C=C(C=C1C)C1C(OC2=C1C=C(C=C2C(C)(C)C)C(C)(C)C)=O)C